9-(1-(((1s,4s)-4-aminocyclohexyl)methyl)piperidin-4-yl)-4-chloro-7,7-dimethylindolo[1,2-a]quinazolin-5(7H)-one NC1CCC(CC1)CN1CCC(CC1)C=1C=C2C(C=3N(C=4C=CC=C(C4C(N3)=O)Cl)C2=CC1)(C)C